5-fluoro-N,2-dihydroxybenzamide FC=1C=CC(=C(C(=O)NO)C1)O